N1(CCCCCC1)C(C[C@@H](C(N[C@@H](C)C=1NC(=CN1)C1=C(C=C(C=C1)F)F)=O)NC(CCC(C)C)=O)=O N-[(1S)-3-(azepan-1-yl)-1-[[(1S)-1-[5-(2,4-difluorophenyl)-1H-imidazol-2-yl]ethyl]carbamoyl]-3-oxo-propyl]-4-methyl-pentanamide